[N+](=O)([O-])C1=CC(=C(C=C1)O)C1=NNC=C1 4-nitro-2-(1H-Pyrazole-3-yl)phenol